bis(oxiran-2-ylmethyl) cyclohexane-1,4-dicarboxylate C1(CCC(CC1)C(=O)OCC1OC1)C(=O)OCC1OC1